N,N-dimethyl-4-{2-[(piperidin-3-yl)amino]-5-(trifluoromethyl)pyrimidin-4-yl}-1H-imidazol-2-carboxamide CN(C(=O)C=1NC=C(N1)C1=NC(=NC=C1C(F)(F)F)NC1CNCCC1)C